2-[2-[2-fluoro-4-(trifluoromethyl)benzyl]-2,7-diazaspiro[3.5]nonane-7-carbonyl]-7-oxa-2,5-diazaspiro[3.4]octan-6-one FC1=C(CN2CC3(C2)CCN(CC3)C(=O)N3CC2(C3)NC(OC2)=O)C=CC(=C1)C(F)(F)F